2-(2-Ethyl-1,3-benzothiazol-6-yl)-8-[(1R)-1-hydroxyethyl]-3,6-dimethyl-chromen-4-one C(C)C=1SC2=C(N1)C=CC(=C2)C=2OC1=C(C=C(C=C1C(C2C)=O)C)[C@@H](C)O